C1(=CC=CC=C1)N1C2=CC=CC=C2C=2C=CC(=CC12)C1=NC(=NC2=CC=CC=C12)N1C=2C=CC3=C(C2C=2C4=C(C=CC12)C=CC=C4)C=CC=C3 7-[4-(9-phenyl-9H-carbazol-2-yl)quinazoline-2-yl]-7H-dibenzo[c,g]carbazole